2-(3-bromo-2-iodophenoxy)-1-(4-chloro-2-fluorophenyl)ethane-1-ol BrC=1C(=C(OCC(O)C2=C(C=C(C=C2)Cl)F)C=CC1)I